(4-((2-methyl-1H-imidazol-1-yl)methyl)benzylidene)aniline CC=1N(C=CN1)CC1=CC=C(C=NC2=CC=CC=C2)C=C1